NC1=C(C(=C(OC=2C=CC(=C(C#N)C2)F)C(=C1)F)F)F 5-(4-Amino-2,3,6-trifluoro-phenoxy)-2-fluoro-benzonitrile